1,7-dimethylxanthine-d3 [2H]C([2H])([2H])N1C(=O)C2=C(NC1=O)N=CN2C